5-chloro-1H-indol-2-one ClC=1C=C2CC(NC2=CC1)=O